C1(CC1)CN(CCC=1SC(=C(N1)C(F)(F)F)C(=O)NC(C)C1=CC(=CC=C1)OC(F)(F)F)CCC 2-[2-[(cyclopropylmethyl)propylamino]ethyl]-N-[1-[3-(trifluoromethoxy)phenyl]ethyl]-4-(trifluoromethyl)-5-thiazolecarboxamide